ClC1=C(C=C(C=C1COC)COC)C(\C=C\C=1OC(=CC1)C)=O 1-(2-chloro-3,5-dimethoxymethylphenyl)-3-(5-methylfuran-2-yl)-(2E)-2-propen-1-one